C1(CCC1)C1=C(C=CC=C1)[C@H]1N(CCC1)C(=O)OC(C)(C)C tert-butyl (2S)-2-(2-cyclobutylphenyl)pyrrolidine-1-carboxylate